N1C(=O)NC(=O)C(=C1CC(=O)O)CC(=O)O uracildiacetic acid